BrC=1C=C(C=2C(=CN(C2C1)C)SC1=CC=C(C=C1)C(F)(F)F)C(=O)OC methyl 6-bromo-1-methyl-3-((4-(trifluoromethyl) phenyl) thio)-1H-indole-4-carboxylate